cyano-3-methyl-2,3-dihydro-1H-inden C(#N)C1CC(C2=CC=CC=C12)C